COC1=CC=C(C=C1)C(OCCCOCC(COCCCCO)(COCCCOC(C1=CC=CC=C1)(C1=CC=C(C=C1)OC)C1=CC=C(C=C1)OC)COCCCOC(C1=CC=CC=C1)(C1=CC=C(C=C1)OC)C1=CC=C(C=C1)OC)(C1=CC=CC=C1)C1=CC=C(C=C1)OC 4-(3-(3-(bis(4-methoxyphenyl)(phenyl)methoxy)propoxy)-2,2-bis((3-(bis(4-methoxyphenyl)(phenyl)methoxy)propoxy)methyl)propoxy)butan-1-ol